(2S,4R)-1-(3,4-dimethyl-2-(p-tolyl)-2H-pyrazolo[3,4-d]pyridazin-7-yl)-N-(3-(dimethylamino)propyl)-2-methylpiperidine-4-carboxamide CC=1N(N=C2C(=NN=C(C21)C)N2[C@H](C[C@@H](CC2)C(=O)NCCCN(C)C)C)C2=CC=C(C=C2)C